(R)-4-(7-((5-methoxy-7-methyl-1H-indol-4-yl)methyl)-2-oxo-7-azaspiro[3.5]nonan-6-yl)benzoic acid COC=1C(=C2C=CNC2=C(C1)C)CN1[C@H](CC2(CC(C2)=O)CC1)C1=CC=C(C(=O)O)C=C1